Methyl 4-(5-amino-6-ethyl-indazol-2-yl)cyclohexanecarboxylate NC1=CC2=CN(N=C2C=C1CC)C1CCC(CC1)C(=O)OC